4-hydroxy-2,4,6-trimethyl-2,5-cyclohexadienone OC1(C=C(C(C(=C1)C)=O)C)C